tert-Butyl 4-(1-(2,6-dioxopiperidin-3-yl)-2-oxo-1,2-dihydrobenzo[cd]indol-5-yl)piperidine-1-carboxylate O=C1NC(CCC1N1C(C2=C3C(C=CC=C13)=C(C=C2)C2CCN(CC2)C(=O)OC(C)(C)C)=O)=O